CN1CCC2(CN(C2)C(=O)OC(C)(C)C)CC1 Tert-Butyl 7-Methyl-2,7-Diazaspiro[3.5]Nonane-2-Carboxylate